BrC1=NN(C(=N1)C(CCCOC1OCCCC1)OC1=CC=C(C=C1)Cl)COC 3-bromo-5-(1-(4-chlorophenoxy)-4-((tetrahydro-2H-pyran-2-yl)oxy)butyl)-1-(methoxymethyl)-1H-1,2,4-triazole